4-{[3-(aminomethyl)phenyl]-amino}-2-[(6-methoxy-2-methyl-1,2,3,4-tetrahydroisoquinolin-7-yl)amino]pyrimidine-5-carboxamide NCC=1C=C(C=CC1)NC1=NC(=NC=C1C(=O)N)NC1=C(C=C2CCN(CC2=C1)C)OC